S1C=NC2=C1C=C(C=C2)C=2C=C(C(=O)NC=1N(C=C(N1)CCCC(=O)O)C1=CC=CC=C1)C=CC2 4-(2-(3-(benzo[d]thiazol-6-yl)benzoylamino)-1-phenyl-1H-imidazol-4-yl)butanoic acid